t-Butyl (3R)-3-[4-(3-cyano-4-hydroxy-pyrazolo[1,5-a]pyridin-6-yl)-5-methyl-pyrazol-1-yl]pyrrolidine-1-carboxylate C(#N)C=1C=NN2C1C(=CC(=C2)C=2C=NN(C2C)[C@H]2CN(CC2)C(=O)OC(C)(C)C)O